1-cyclobutyl-N-[2-(2,6-dioxopiperidin-3-yl)-1-oxo-3H-isoindol-5-yl]pyrazolo[3,4-b]pyridine-5-carboxamide C1(CCC1)N1N=CC=2C1=NC=C(C2)C(=O)NC=2C=C1CN(C(C1=CC2)=O)C2C(NC(CC2)=O)=O